2-[2-[[tert-butyl-(dimethyl)silyl]oxymethyl]-7-fluoro-inden-5-yl]oxoacetic acid benzyl ester C(C1=CC=CC=C1)OC(C(C=1C=C2C=C(CC2=C(C1)F)CO[Si](C)(C)C(C)(C)C)=O)=O